ClC=1C(=NC=CC1[C@@H](CCC=C)N[S@@](=O)C(C)(C)C)C(F)F (S)-N-((R)-1-(3-chloro-2-(difluoromethyl)pyridine-4-yl)pent-4-en-1-yl)-2-methylpropane-2-sulfinamide